5-methoxy-2-(2-methoxy-7-methylquinoxalin-5-yl)-7-methylthiazolo[5,4-b]pyridine COC1=CC(=C2C(=N1)SC(=N2)C2=C1N=CC(=NC1=CC(=C2)C)OC)C